tetraallyl-tin C(C=C)[Sn](CC=C)(CC=C)CC=C